NC(CC(=O)OC)C1=CC(=CC=C1)C=1C(=NNC1C)C methyl 3-amino-3-(3-(3,5-dimethyl-1H-pyrazol-4-yl)phenyl)propanoate